C(C)C1N=C(SC1)C1=C(C=CC=C1)NC(C1=CN=CC=C1)=O N-(2-(4-ethyl-4,5-dihydrothiazol-2-yl)phenyl)nicotinamide